S(ON1[C@@H]2CC[C@@H](N(C1=O)C2)F)(O)(=O)=O (2s,5r)-2-fluoro-7-oxo-1,6-diazabicyclo[3.2.1]oct-6-yl bisulfate